O(C1=CC=CC=C1)CN1N=NN=C1 (phenoxymethyl)-1H-1,2,3,4-tetrazol